erythritol-tetrakis[3-(3,5-di-t-butyl-4-hydroxyphenyl) propionate] C(C)(C)(C)C=1C=C(C=C(C1O)C(C)(C)C)CCC(=O)O[C@@H](COC(CCC1=CC(=C(C(=C1)C(C)(C)C)O)C(C)(C)C)=O)[C@H](OC(CCC1=CC(=C(C(=C1)C(C)(C)C)O)C(C)(C)C)=O)COC(CCC1=CC(=C(C(=C1)C(C)(C)C)O)C(C)(C)C)=O